SC1(CC=C(C=C1)N=NC1=CC=CC=C1)S 4,4-dimercaptoazobenzene